(E)-methylbenzene-1,3-diamine CC1=C(C=CC=C1N)N